C(#N)C=1C=C(C(=O)O)C=CC1C(F)F 3-cyano-4-(difluoromethyl)benzoic acid